ClC=1C=C(CN2CCC(CC2)CN2N=NC(=C2)C2=C(NC3=CC=C(C=C23)F)C(=O)OCC(C)C)C=CC1C=1C=C2C=CNC2=CC1 isobutyl 3-(1-((1-(3-chloro-4-(1H-indol-5-yl)benzyl)piperidin-4-yl)methyl)-1H-1,2,3-triazol-4-yl)-5-fluoro-1H-indole-2-carboxylate